5-(1H-pyrazol-4-yl)-2-{5-[(2,2,6,6-tetramethylpiperidin-4-yl)amino]pyrazin-2-yl}phenol N1N=CC(=C1)C=1C=CC(=C(C1)O)C1=NC=C(N=C1)NC1CC(NC(C1)(C)C)(C)C